[Al].[K].[Na].[Ca] calcium-sodium-potassium-aluminium